S(=O)(=O)(C1=CC=C(C)C=C1)OCC1CC(C1)C(=O)OC methyl 3-((tosyloxy)methyl)cyclobutanecarboxylate